2-ethyldimethylhafnium (IV) CC[Hf+](C)C